ON(O)C(CCCCCCCCCCCCCCCCC)CC N,N-dihydroxyethyloctadecylamine